bis-aniline-monophosphate P(=O)(O)(O)O.NC1=CC=CC=C1.NC1=CC=CC=C1